C(CCCCCCCCCCCCCCC)N1C(=C(C(C(=C1)O)=O)O)C#N N-hexadecyl-2-cyano-3,5-dihydroxypyridin-4-one